ClC=1C=2C(N=C3N(C2C=CC1)C1=CC=C(C=C1C3(C)C)C3=CC(CCC3)=O)=O 4-chloro-7,7-dimethyl-9-(3-oxocyclohex-1-en-1-yl)indolo[1,2-a]quinazolin-5(7H)-one